3-[4-amino-5-(trifluoromethyl)pyrrolo[2,1-f][1,2,4]triazin-7-yl]-N-[(3R,4S)-1-(4,4-difluorocyclohexanecarbonyl)-4-fluoropyrrolidin-3-yl]-2,6-difluorobenzamide NC1=NC=NN2C1=C(C=C2C=2C(=C(C(=O)N[C@@H]1CN(C[C@@H]1F)C(=O)C1CCC(CC1)(F)F)C(=CC2)F)F)C(F)(F)F